FC(CCN1N=NC2=C1C=C(C=C2)C=2C=CN1N=C(N=C(C12)OC)NCC(C#N)(C)C)F 3-((5-(1-(3,3-difluoropropyl)-1H-benzo[d][1,2,3]triazol-6-yl)-4-methoxypyrrolo[2,1-f][1,2,4]triazin-2-yl)amino)-2,2-dimethylpropanenitrile